N-[(2S)-1-({(1S)-1-cyano-2-[(3S)-2-oxopiperidin-3-yl]ethyl}amino)-4,4-dimethyl-1-oxopentan-2-yl]-1H-benzimidazole-2-carboxamide C(#N)[C@H](C[C@H]1C(NCCC1)=O)NC([C@H](CC(C)(C)C)NC(=O)C1=NC2=C(N1)C=CC=C2)=O